(2S,3R,4S)-3-[(cyclopropanesulfonyl)amino]-4-fluoro-2-[(2-fluoro-3'-methyl[1,1'-biphenyl]-3-yl)methyl]-N,N-dimethylpyrrolidine-1-carboxamide C1(CC1)S(=O)(=O)N[C@@H]1[C@@H](N(C[C@@H]1F)C(=O)N(C)C)CC=1C(=C(C=CC1)C1=CC(=CC=C1)C)F